4-methyl-4-(4-(quinolin-3-yl)benzoyl)piperidine-1-carboxylic acid tert-butyl ester C(C)(C)(C)OC(=O)N1CCC(CC1)(C(C1=CC=C(C=C1)C=1C=NC2=CC=CC=C2C1)=O)C